5-(1-(3,3-difluoropropyl)-1H-benzo[d][1,2,3]triazol-6-yl)-N-((3S,4R)-3-fluoro-1-(oxetan-3-yl)piperidin-4-yl)-4-methoxypyrrolo[2,1-f][1,2,4]triazin-2-amine FC(CCN1N=NC2=C1C=C(C=C2)C=2C=CN1N=C(N=C(C12)OC)N[C@H]1[C@H](CN(CC1)C1COC1)F)F